N1N=CC=2CN(CCC21)C(=O)OCC2=CC=CC=C2 benzyl 1,4,6,7-tetrahydro-5H-pyrazolo[4,3-C]pyridine-5-carboxylate